tri-tert-butyl 2,2',2''-(10-(2-((2-(4-hydroxy-3-methoxybenzamido)ethyl)amino)-2-oxoethyl)-1,4,7,10-tetraazacyclododecane-1,4,7-triyl)triacetate OC1=C(C=C(C(=O)NCCNC(CN2CCN(CCN(CCN(CC2)CC(=O)OC(C)(C)C)CC(=O)OC(C)(C)C)CC(=O)OC(C)(C)C)=O)C=C1)OC